ClC1=CC=C(C=C1)C(C1CCN(CC1)C(=O)OC(C)(C)C)C#N tert-Butyl 4-((4-chlorophenyl)(cyano)methyl)piperidine-1-carboxylate